[C@H]12OC[C@H](N(C1)C1CCN(CC1)C1=C(C=C(C(=C1)OC)NC1=NC=NC(=C1)N1OCC[C@@H]1CC1=CC(=CC(=C1)F)F)NC(C=C)=O)C2 N-(2-(4-((1R,4R)-2-oxa-5-azabicyclo[2.2.1]heptane-5-yl)piperidine-1-yl)-5-((6-((S)-3-(3,5-difluorobenzyl)isoxazolidine-2-yl)pyrimidine-4-yl)amino)-4-methoxyphenyl)acrylamide